N[C@H](C(=O)NC=1C=NC(=C(C1C(C1=C(C=CC=C1F)Cl)=O)Cl)C(F)(F)F)C (2S)-2-amino-N-[5-chloro-4-(2-chloro-6-fluoro-benzoyl)-6-(trifluoromethyl)-3-pyridyl]propanamide